2-(2-(1-benzhydrylazetidin-3-ylidene)propyl)isoindoline-1,3-dione C(C1=CC=CC=C1)(C1=CC=CC=C1)N1CC(C1)=C(CN1C(C2=CC=CC=C2C1=O)=O)C